2-(cyclopropanecarbonyl)-1-(tetrahydro-2H-pyran-4-yl)hydrazine-1-carboxamide C1(CC1)C(=O)NN(C(=O)N)C1CCOCC1